2-{2-Fluoro-6-[(3S)-3-methoxypiperidin-1-yl]pyridin-3-yl}-1H-indol-6-ol FC1=NC(=CC=C1C=1NC2=CC(=CC=C2C1)O)N1C[C@H](CCC1)OC